3,7-di(1H-indazol-5-yl)-10-(2-morpholinoethyl)-10H-phenoxazine N1N=CC2=CC(=CC=C12)C=1C=CC=2N(C3=CC=C(C=C3OC2C1)C=1C=C2C=NNC2=CC1)CCN1CCOCC1